P(=O)(OC)([O-])[O-].[Al+3].COP(=O)([O-])[O-].COP(=O)([O-])[O-].[Al+3] Aluminum methyl phosphate